6-(2,6-dichlorophenyl)-2-(methylthio)-8,9-dihydroimidazo[1,2-a]pyrimido[5,4-e]pyrimidin-5(6H)-one ClC1=C(C(=CC=C1)Cl)N1C=2N(C3=C(C1=O)C=NC(=N3)SC)CCN2